C(C)(C)(C)OC(=O)N1C2CN(CC1CC2)C(C)C2=C(N=C1N2C=CC=N1)C1=CC=C(C=C1)Cl tert-Butyl-3-{1-[2-(4-chlorophenyl)imidazo[1,2-a]pyrimidin-3-yl]ethyl}-3,8-diazabicyclo[3.2.1]-octane-8-carboxylate